{3-[(3S,4S)-4-amino-3-methyl-2-oxa-8-azaspiro[4.5]decan-8-yl]-6-(5,6-dichloro-2H-1,3-benzodioxol-4-yl)pyrazin-2-yl}methanol N[C@@H]1[C@@H](OCC12CCN(CC2)C=2C(=NC(=CN2)C2=C(C(=CC=1OCOC12)Cl)Cl)CO)C